FC(C=1C=C(C=C(C1)C(F)(F)F)N=C=O)(F)F 3,5-bis(trifluoromethyl)-phenylisocyanate